COC1=C(NCC#CC=2C=C(C3=C(N(C=N3)CC(F)(F)F)C2)C(=O)NC2C(CNCCC2)C)C=CC(=C1)S(=O)(=O)C 6-[3-(2-methoxy-4-methylsulfonyl-anilino)prop-1-ynyl]-N-(3-methylazepan-4-yl)-1-(2,2,2-trifluoroethyl)benzimidazole-4-carboxamide